(S)-(1-fluorocyclopropyl)(6-(4-(2-(tetrahydro-2H-pyran-4-yl)phenyl)piperidin-1-yl)-2-azaspiro[3.4]octan-2-yl)methanone FC1(CC1)C(=O)N1CC2(C1)C[C@H](CC2)N2CCC(CC2)C2=C(C=CC=C2)C2CCOCC2